2-chloro-N-(6-oxaspiro[3.3]heptan-2-yl)-5-oxido-6,7-dihydro-thieno[3,2-d]pyrimidin-5-ium-4-amine ClC=1N=C(C2=C(N1)CC[S+]2[O-])NC2CC1(C2)COC1